(5-methyltetrahydrofuran-2-yl)methanol CC1CCC(O1)CO